p-(tert-butyl)benzoic acid C(C)(C)(C)C1=CC=C(C(=O)O)C=C1